6-[6-fluoro-4-(3-hydroxypyrrolidin-1-yl)-8-(methylamino)-9H-pyrido[2,3-b]indol-3-yl]-1-methyl-4-oxo-1,8-naphthyridine-3-carboxylic acid FC=1C=C2C3=C(NC2=C(C1)NC)N=CC(=C3N3CC(CC3)O)C=3C=C1C(C(=CN(C1=NC3)C)C(=O)O)=O